2-((4-fluorophenyl)amino)-2-oxo-1-phenylethyl-3-amino-6-(1-((S)-pyrrolidin-3-yl)-1H-pyrazol-4-yl)pyrazine FC1=CC=C(C=C1)NC(C(C1=CC=CC=C1)C1=NC(=CN=C1N)C=1C=NN(C1)[C@@H]1CNCC1)=O